C1CC(=O)N[C@H]1C(=O)O The molecule is the D-enantiomer of 5-oxoproline. It has a role as a metabolite. It is a D-proline derivative and a 5-oxoproline. It is a conjugate acid of a 5-oxo-D-prolinate. It is an enantiomer of a 5-oxo-L-proline.